N-(2-oxo-6-(trifluoromethyl)-1,2-dihydropyridin-3-yl)-2,2-di-p-tolylacetamide O=C1NC(=CC=C1NC(C(C1=CC=C(C=C1)C)C1=CC=C(C=C1)C)=O)C(F)(F)F